[S-]C#N.[NH4+] Ammonium Thiocyanate